FC1(CCN(CC1)C1=NC(=CC(=N1)NC(C1=C(C=C(C=C1)NS(=O)(=O)CCO)C1=CCC2(CC2)CC1)=O)C)F N-[2-(4,4-difluoropiperidin-1-yl)-6-methylpyrimidin-4-yl]-4-((2-hydroxyethyl)sulfonylamino)-2-{spiro[2.5]oct-5-en-6-yl}benzamide